[Au]=S gold-sulfide